ClC1=NC(=C2N=CN(C2=N1)[C@@H]1O[C@@H]([C@H]([C@H]1O)O)CO)N1CC(C(C1)C1=CC=CC=C1)C1=CC=CC=C1 (2R,3R,4S,5R)-2-(2-chloro-6-(3,4-diphenylpyrrolidin-1-yl)purin-9-yl)-5-(hydroxymethyl)tetrahydrofuran-3,4-diol